N1'-((4'-morpholino-[1,1'-biphenyl]-3,5-diyl)bis(methylene))bis(N3-(3-aminopropyl)propane-1,3-diamine), hydrochloride salt Cl.O1CCN(CC1)C1=CC=C(C=C1)C1=CC(=CC(=C1)CC(CCNCCCN)N)CC(CCNCCCN)N